N-(2,5-di(thiophen-2-yl)-1H-pyrrol-1-yl)isonicotinamide S1C(=CC=C1)C=1N(C(=CC1)C=1SC=CC1)NC(C1=CC=NC=C1)=O